C(C)(=O)SC=1C=C2C(=CC=NC2=CC1OC)OC1=CC=C(C=C1)NC(=O)C1(CC1)C(NC1=CC=C(C=C1)F)=O S-(4-(4-(1-((4-fluorophenyl) carbamoyl) cyclopropane-1-carboxamido) phenoxy)-7-methoxyquinolin-6-yl) thioacetate